((2S,5S)-5-((tert-butyldiphenylsilyl)oxy)piperidin-2-yl)methanol [Si](C1=CC=CC=C1)(C1=CC=CC=C1)(C(C)(C)C)O[C@H]1CC[C@H](NC1)CO